5-{2-acetamidoimidazo[1,2-b]pyridazin-6-yl}-2-methoxy-N-({2-[(propan-2-yloxy)methyl]phenyl}meth-yl)pyridine-3-carboxamide C(C)(=O)NC=1N=C2N(N=C(C=C2)C=2C=C(C(=NC2)OC)C(=O)NCC2=C(C=CC=C2)COC(C)C)C1